15-(3-(1-acetylpiperidin-4-yl)ureido)pentadecanoic acid C(C)(=O)N1CCC(CC1)NC(NCCCCCCCCCCCCCCC(=O)O)=O